C(C)(C)N(CCS)C(C)C 2-(diisopropylamino)ethane-1-thiol